The molecule is an organic cation that is the conjugate acid of methymycin, obtained by protonation of the tertiary amino group; major species at pH 7.3. It is an ammonium ion derivative and an organic cation. It is a conjugate acid of a methymycin. CC[C@@H]1[C@@](/C=C/C(=O)[C@@H](C[C@@H]([C@@H]([C@H](C(=O)O1)C)O[C@H]2[C@@H]([C@H](C[C@H](O2)C)[NH+](C)C)O)C)C)(C)O